NC1=C(C=CC(=C1F)NCC1=CC=C(C=C1)C(F)(F)F)NC(CCC#C)=O N-(2-Amino-3-fluoro-4-((4-(trifluoromethyl)benzyl)amino)phenyl)pent-4-ynamid